(R)-9-bromo-1-methyl-4-((1-methyl-1H-pyrazol-4-yl)methyl)-N-(1-methylcyclopropyl)-5-oxo-1,2,4,5-tetrahydroimidazo[1,2-a]quinazoline-7-sulfonamide BrC=1C=C(C=C2C(N(C=3N(C12)[C@@H](CN3)C)CC=3C=NN(C3)C)=O)S(=O)(=O)NC3(CC3)C